ethyl 2-[[3-[tert-butyl (dimethyl) silyl] oxy-5-isopropyl-2-oxo-pyrrolidin-1-yl] amino]-2-imino-acetate [Si](C)(C)(C(C)(C)C)OC1C(N(C(C1)C(C)C)NC(C(=O)OCC)=N)=O